(1R,3S,4S)-2-azabicyclo[2.2.1]heptane [C@@H]12NC[C@@H](CC1)C2